ClC=1C=C(NC2(CCC3(C(=CC4=C(C(=CC=C34)F)F)C[C@H](COC3=CC=NC=4CCC[C@H](C34)C)C)CC2)C(=O)O)C=CC1 (1R,4R)-4-(3-Chloroanilino)-4',5'-difluoro-2'-[(2R)-2-methyl-3-{[(5R)-5-methyl-5,6,7,8-tetrahydroquinolin-4-yl]oxy}propyl]spiro[cyclohexane-1,1'-indene]-4-carboxylic acid